1-((1R,2s,3S,5s,7s)-5-hydroxyadamantan-2-yl)-3,7-dihydro-4H-pyrrolo[3',2':5,6]pyrido[3,4-d][1,2,3]diazaborinin-4-ol OC12C[C@H]3C([C@H](CC(C1)C3)C2)C=2C3=C(B(NN2)O)C=NC2=C3C=CN2